FC1=C(C=CC=C1F)[C@@H]1N(OCC1)C1=CC(=NC=N1)NC1=C(C=C(C(=C1)C(C)C)N1CCC(CC1)N1CCN(CC1)C)OC (R)-6-(3-(2,3-difluorophenyl)isoxazolidin-2-yl)-N-(5-isopropyl-2-methoxy-4-(4-(4-methylpiperazin-1-yl)piperidin-1-yl)phenyl)pyrimidin-4-amine